C(C)(C)(C)OC(=O)N1C[C@@H](CCC1)N(C1=CC(=CC=C1)F)S(=O)(=O)O (3R)-3-(3-Fluorosulfoanilino)piperidine-1-carboxylic acid tert-butyl ester